COC(=O)C1(C(OC2=CC=CC=C2C1=O)C1=CC=C(C=C1)OC)CC=C=CC=1C=C(C=CC1)C (-)-Methyl-2-(4-methoxyphenyl)-4-oxo-3-(4-(m-tolyl)buta-2,3-dien-1-yl)chromane-3-carboxylate